C(C)[C@]1(C(OCC=2C(N3CC=4N(C=5C6=C(C(=CC5C(C4C3=CC21)=O)F)[C@@H](CC6)O)CC)=O)=O)O (3R,8S)-8,15-diethyl-4-fluoro-3,8-dihydroxy-1,2,3,11,14,15-hexahydro-6H,12H-cyclopenta[h]pyrano[3',4':6,7]indolizino[2,1-b]quinoline-6,9,12(8H)-trione